4-fluoro-2-(1-((3-(4-(hydroxymethyl)pyridin-2-yl)imidazo[1,2-b]pyridazin-6-yl)amino)-2-propyl)phenol FC1=CC(=C(C=C1)O)C(CNC=1C=CC=2N(N1)C(=CN2)C2=NC=CC(=C2)CO)C